ClC=1C(=NC=C(N1)C(F)(F)F)NC1C(CN(CC1)C(=O)OC(C)(C)C)C tert-butyl 4-((3-chloro-5-(trifluoromethyl) pyrazin-2-yl) amino)-3-methylpiperidine-1-carboxylate